C(=O)C=1C=C(CO[C@@H](C(=O)N[C@@H](C)C2=CC=C(C(=O)O)C=C2)C(C)C)C=CC1 4-((S)-1-((R)-2-((3-formylbenzyl)oxy)-3-methylbutanoylamino)ethyl)benzoic acid